ClC=1C=C(C=CC1C(NCCOCCC(C)C)=O)NC(=O)C=1N(C(=CN1)C1=C(C(=C(C=C1)OCC#N)F)F)C N-[3-chloro-4-(2-isopentyloxyethylcarbamoyl)phenyl]-5-[4-(cyanomethoxy)-2,3-difluorophenyl]-1-methyl-imidazole-2-carboxamide